OC[C@H]1CN(CC1)C(=O)OC(C)(C)C tert-butyl (R)-3-(hydroxymethyl)pyrrolidine-1-carboxylate